CN1N=C2C=CC=C(C2=C1)C1=NN(C2=C(C=CC=C12)C)C=1C=CC(=NC1)N1CCC(CC1)C(=O)OCC ethyl 1-(5-{2',7-dimethyl-1H,2'H-[3,4'-biindazol]-1-yl}pyridin-2-yl)piperidine-4-carboxylate